methyl 2-{[3-oxo-8-(thiophen-3-yl)-1H,2H,3H-benzo[e]isoindol-2-yl]methyl}prop-2-enoate O=C1N(CC=2C3=C(C=CC12)C=CC(=C3)C3=CSC=C3)CC(C(=O)OC)=C